NC1=NOC2=C1C(=C(C=C2)C)C2=C(C=C1C(=NC(=NC1=C2F)OCCN2CC(CC2)(F)F)N2C[C@H](N(C[C@@H]2C)C(C=C)=O)C)Cl 1-((2R,5S)-4-(7-(3-amino-5-methylbenzo[d]isoxazol-4-yl)-6-chloro-2-(2-(3,3-difluoropyrrolidin-1-yl)ethoxy)-8-fluoroquinazolin-4-yl)-2,5-dimethylpiperazin-1-yl)prop-2-en-1-one